1-benzyl-1,2,3,4-tetrahydroisoquinoline C(C1=CC=CC=C1)C1NCCC2=CC=CC=C12